4-methyl-1-(2-chloroethyl)piperazine tert-butyl-(S)-2-(1-amino-5-carbamoyl-4-(4-((4-(4-fluorophenyl)pyridin-2-yl)carbamoyl)phenyl)-1H-imidazol-2-yl)piperidine-1-carboxylate C(C)(C)(C)OC(=O)N1[C@@H](CCCC1)C=1N(C(=C(N1)C1=CC=C(C=C1)C(NC1=NC=CC(=C1)C1=CC=C(C=C1)F)=O)C(N)=O)N.CN1CCN(CC1)CCCl